N-(1-(4-(hydroxymethyl)benzyl)-1H-indazol-3-yl)furan-3-carboxamide OCC1=CC=C(CN2N=C(C3=CC=CC=C23)NC(=O)C2=COC=C2)C=C1